N-[4-(1-{[4-(1H-pyrazol-1-yl)phenyl]carbonyl}piperidin-4-yl)butyl]thieno[2,3-c]pyridine-2-carboxamide N1(N=CC=C1)C1=CC=C(C=C1)C(=O)N1CCC(CC1)CCCCNC(=O)C1=CC=2C(=CN=CC2)S1